7-(4-bromophenyl)-5-phenoxyhexahydroisobenzofuran BrC1=CC=C(C=C1)C=1CC(CC2COCC12)OC1=CC=CC=C1